CC(NC)CC1=CNC2=CC=CC=C12 alpha,N-Dimethyl-tryptamine